CNC1=CC2=C(S1)C=CS2 2-methylamino-thieno[3,2-b]thiophene